CN(C1=NN2C(C(=CC(=C2)C=2C(=CC(=C(C(=O)O)C2)F)C)N2CCOCC2)=N1)C 5-[2-(dimethylamino)-8-(morpholin-4-yl)-[1,2,4]triazolo[1,5-a]pyridin-6-yl]-2-fluoro-4-methylbenzoic acid